[Nb].[In].OC1=C(C=C(C=C1)OC)N1N=C2C(=N1)C=CC=C2 2-(2'-hydroxy-5'-methoxyphenyl)benzotriazole Indium-Niobium